(2,2-difluorocyclobutyl)methylamine hydrochloride Cl.FC1(C(CC1)CN)F